Ethyl 2-[3-[(3-cyano-5-methoxycarbonyl-benzoyl) amino] propionylamino]-4-methyl-thiazole-5-carboxylate C(#N)C=1C=C(C(=O)NCCC(=O)NC=2SC(=C(N2)C)C(=O)OCC)C=C(C1)C(=O)OC